Cl.C1NCCC12CCN(CC2)C2=NC=NC1=CC(=C(C=C21)OCF)OC 4-(2,8-diazaspiro[4.5]dec-8-yl)-6-(fluoromethoxy)-7-methoxy-quinazoline hydrochloride